C(#N)C1=C(CC(CNC(OC(C)(C)C)=O)CN2C(C3=CC=CC=C3C2=O)=O)C=CC=C1 tert-butyl (2-(2-cyanobenzyl)-3-(1,3-dioxoisoindolin-2-yl)propyl)carbamate